(5-(3-(difluoromethoxy)-4-fluorophenyl)-2-fluoropyridin-3-yl)methanol FC(OC=1C=C(C=CC1F)C=1C=C(C(=NC1)F)CO)F